O=C1NC(CCC1N1C(C2=CC=C(C=C2C1)NC(=O)N1CCC=2C1=NC=CC2)=O)=O N-(2-(2,6-dioxopiperidin-3-yl)-1-oxoisoindolin-5-yl)-2,3-dihydro-1H-pyrrolo[2,3-b]pyridine-1-carboxamide